N1(CCCC1)C1=NC2=CC(=CC=C2C=C1)OCC1C(C(CO1)O)O 5-(((2-(pyrrolidin-1-yl)quinolin-7-yl)oxy)methyl)tetrahydrofuran-3,4-diol